1,9-dihydroxynon-5-yl [(6-methyl-6-aza-3-oxaheptane-1-yl) amino]carboxylate CN(CCOCCNC(=O)OC(CCCCO)CCCCO)C